4-{2-[3-(3,4-dimethoxyphenyl)-8-methoxy-1H-pyrazolo[4,3-c]quinolin-1-yl]ethyl}morpholine COC=1C=C(C=CC1OC)C1=NN(C2=C1C=NC=1C=CC(=CC21)OC)CCN2CCOCC2